4-fluoro-3-({4-[({2-[methyl(methylsulfonyl)amino]pyridin-3-yl}methyl)amino]-5-(trifluoromethyl)pyrimidin-2-yl}amino)benzamide FC1=C(C=C(C(=O)N)C=C1)NC1=NC=C(C(=N1)NCC=1C(=NC=CC1)N(S(=O)(=O)C)C)C(F)(F)F